3,3,4,4,5,5,6,6,7,7,8,8,8-tridecafluorooctyl-ethylene glycol FC(CCC(CO)O)(C(C(C(C(C(F)(F)F)(F)F)(F)F)(F)F)(F)F)F